2-(1-benzyl-2,2-dimethylpiperidin-4-yl)ethanol C(C1=CC=CC=C1)N1C(CC(CC1)CCO)(C)C